P(=O)(OC1=CC=C(C=C1)C(C)(C)C)(OC1=CC=C(C=C1)C(C)(C)C)OC1=CC=C(C=C1)C(C)(C)C tris-(4-t-butylphenyl) phosphate